isopropyl (S)-6-diazo-2-((R)-2-hydroxy-2-(thiazol-5-yl)acetamido)-5-oxohexanoate [N+](=[N-])=CC(CC[C@@H](C(=O)OC(C)C)NC([C@H](C1=CN=CS1)O)=O)=O